tert-butyl-(((3R,3aS,6R,6aR)-6-methoxyhexahydrofuro[3,2-b]furan-3-yl)oxy)diphenylsilane C(C)(C)(C)[Si](C1=CC=CC=C1)(C1=CC=CC=C1)O[C@H]1[C@@H]2[C@H](OC1)[C@@H](CO2)OC